(2-(2,6-dimethylpyridin-3-yl)phenyl)boronic acid CC1=NC(=CC=C1C1=C(C=CC=C1)B(O)O)C